3-((4-fluorophenyl)ethynyl)-4-(N-methyl-sulfamoyl)benzoic acid FC1=CC=C(C=C1)C#CC=1C=C(C(=O)O)C=CC1S(NC)(=O)=O